FC1=C(C=CC(=C1F)F)CC=O 2,3,4-TRIFLUOROBENZENEYL-ACETALDEHYDE